C(C)OC(C1=CC=C(C=C1)C1=NC=CC(=N1)NC1=CC=C(C=C1)N1CCNCC1)=O 4-(4-((4-(Piperazin-1-yl)phenyl)amino)pyrimidin-2-yl)benzoic acid ethyl ester